perfluoro sebacate acrylate C(C=C)(=O)O.C(CCCCCCCCC(=O)O)(=O)OF